2-((1-(4-(2-(2-aminopyridin-3-yl)-5-phenyl-3H-imidazo[4,5-b]pyridin-3-yl)benzyl)piperidin-4-yl)amino)isonicotinonitrile NC1=NC=CC=C1C1=NC=2C(=NC(=CC2)C2=CC=CC=C2)N1C1=CC=C(CN2CCC(CC2)NC=2C=C(C#N)C=CN2)C=C1